ethyl 2-(2-((5-(3-(aminomethyl)phenyl)benzofuran-3-yl)methoxy)-3-fluorophenyl)acetate NCC=1C=C(C=CC1)C=1C=CC2=C(C(=CO2)COC2=C(C=CC=C2F)CC(=O)OCC)C1